CC1=C(C=CC=C1)C/C=C/Br (E)-3-(2-methylphenyl)-propenyl bromide